(E)-2-cyano-4,4-dimethyl-pent-2-enoic acid C(#N)/C(/C(=O)O)=C\C(C)(C)C